C(C)(C)(C)N1N=C(C(=C1C)O)C1=CC=C(C=C1)C1=NC=CC=C1 1-(tert-Butyl)-3-(4-(pyridin-2-yl)phenyl)-5-methyl-pyrazol-4-ol